NN1C(=C(C(=C1)C1=C(C(=CC=C1)OC)Cl)C)C(=O)OC methyl 1-amino-4-(2-chloro-3-methoxyphenyl)-3-methyl-1H-pyrrole-2-carboxylate